CC1=CC=C(C=C1)S(=O)(=O)C(C=O)C 2-(p-toluenesulfonyl)propanal